6-(5-(((2-(methylsulfonyl)ethyl)amino)methyl)-2-furyl)-4-quinazolinamine di-p-toluenesulfonate CC1=CC=C(C=C1)S(=O)(=O)O.CC1=CC=C(C=C1)S(=O)(=O)O.CS(=O)(=O)CCNCC1=CC=C(O1)C=1C=C2C(=NC=NC2=CC1)N